COC=1C=C(C=CC1)C1=NN2C(OCC2)=C1C=1C=CC2=C(N(C=N2)C)C1 6-(3-Methoxyphenyl)-7-(1-methyl-1H-benzo[d]imidazol-6-yl)-2,3-dihydropyrazolo[5,1-b]oxazole